C[Si](C)(C)C#CC1=NNC2=NC=NC(=C21)N 3-((trimethylsilyl)ethynyl)-1H-pyrazolo[3,4-d]pyrimidin-4-amine